α,α'-di(4-hydroxyphenyl)-p-diisopropyl-benzene molybdenum [Mo].OC1=CC=C(C=C1)C(C)(C)C1=CC=C(C=C1)C(C)(C)C1=CC=C(C=C1)O